ClC1=CC=C(C=C1)N1C2=NC(=NC(=C2N=C1C=1C=NC(=CC1)C#N)N1CCC(CC1)(C(=O)N)C)NCC(C)(C)O 1-[9-(4-chlorophenyl)-8-(6-cyano-3-pyridyl)-2-[(2-hydroxy-2-methyl-propyl)amino]purin-6-yl]-4-methyl-piperidine-4-carboxamide